CC1=NN2C(N(CCC2)C(CCC(=O)NC2=CC=C(C=C2)C2=NC=CN=C2)=O)=C1 4-(2-methyl-6,7-dihydropyrazolo[1,5-a]pyrimidin-4(5H)-yl)-4-oxo-N-(4-(pyrazin-2-yl)phenyl)butanamide